C1(CCCC1)C#CC1=CC=C(C(=O)N[C@H](C(=O)NO)[C@](C(F)F)(C)O)C=C1 4-(cyclopentylethynyl)-N-((2S,3S)-4,4-difluoro-3-hydroxy-1-(hydroxyamino)-3-methyl-1-oxobutan-2-yl)benzamide